methyl 3-(1-bromo-8-((2,4-dimethoxybenzyl)amino)imidazo[1,5-a]pyrazin-3-yl)-1-isopropylcyclopentanecarboxylate BrC=1N=C(N2C1C(=NC=C2)NCC2=C(C=C(C=C2)OC)OC)C2CC(CC2)(C(=O)OC)C(C)C